S(=O)(=O)(O)O.OC1CN(CC1)C(=O)N 3-hydroxypyrrolidine-1-carboxamide hydrogen sulfate